pentane-2,4-diyl dicarbamate C(N)(OC(C)CC(C)OC(N)=O)=O